6-(4-amino-2-methylphenoxy)pyrimidin NC1=CC(=C(OC2=CC=NC=N2)C=C1)C